CN(C(=O)C=1C=NN2C1CN(CC2)C(=O)C=2NC1=CC(=CC(=C1C2)Cl)F)C2(CC2)C2=CC=C(C(=O)O)C=C2 4-{1-[N-methyl-5-(4-chloro-6-fluoro-1H-indole-2-carbonyl)-4H,5H,6H,7H-pyrazolo[1,5-a]pyrazine-3-amido]cyclopropyl}benzoic acid